CN1N=NC(=C1C=1C=C2C(=NC1)C1=C(N2C(C2CCOCC2)C=2C=NC=CC2C)C(=NN1C)C(=O)OC)C Methyl 6-(1,4-dimethyl-1H-1,2,3-triazol-5-yl)-1-methyl-4-((4-methylpyridin-3-yl) (tetrahydro-2H-pyran-4-yl)methyl)-1,4-dihydropyrazolo[3',4':4,5]pyrrolo[3,2-b]pyridine-3-carboxylate